BrC1=C(C=C(C=C1)NC(=O)C1CCCCC1)F N-(4-bromo-3-fluorophenyl)cyclohexanecarboxamide